N-(7-(ethylamino)-8-methyl-3H-phenoxazin-3-ylidene)-N-(2,5,8,11-tetraoxatridecan-13-yl)-2,5,8,11-tetraoxatridecan-13-aminium C(C)NC=1C=C2OC3=CC(C=CC3=NC2=CC1C)=[N+](CCOCCOCCOCCOC)CCOCCOCCOCCOC